tert-butyl (cis-3-((S)-1-(4-fluorophenyl)-1,2,3,4-tetrahydroisoquinoline-2-carboxamido)cyclobutyl)(methyl)carbamate FC1=CC=C(C=C1)[C@@H]1N(CCC2=CC=CC=C12)C(=O)N[C@H]1C[C@H](C1)N(C(OC(C)(C)C)=O)C